carbon hexanoate C(CCCCC)(=O)[O-].[C+4].C(CCCCC)(=O)[O-].C(CCCCC)(=O)[O-].C(CCCCC)(=O)[O-]